COC1=C(C=C(C(=C1)C)C)S(=O)(=O)NC1=NOC2=C1C(=CC(=C2)CN2N=CC(=C2)CNS(=O)(=O)C)OC 2-methoxy-N-(4-methoxy-6-((4-(methylsulfonamidomethyl)-1H-pyrazol-1-yl)methyl)benzo[d]isoxazol-3-yl)-4,5-dimethylbenzenesulfonamide